methoxy-6-(prop-1-en-2-yl)pyridazin-4-amine COC=1N=NC(=CC1N)C(=C)C